tert-butyl (2R,5S)-4-(3,9-bis(methyl-d3)-2-oxo-3,9-dihydro-2H-purin-6-yl)-2,5-dimethylpiperazine-1-carboxylate C(N1C(N=C(C=2N=CN(C12)C([2H])([2H])[2H])N1C[C@H](N(C[C@@H]1C)C(=O)OC(C)(C)C)C)=O)([2H])([2H])[2H]